methyl 3,5-dioxo-5-phenylpentanoate O=C(CC(=O)OC)CC(C1=CC=CC=C1)=O